2,6-bis(1H-inden-3-yl)picoline C1C=C(C2=CC=CC=C12)C1(NC(=CC=C1)C1=CCC2=CC=CC=C12)C